BrC=1C=C(C(=O)C2=CC=C(C=C2)C)C=CC1OC 3-bromo-4-methoxy-4'-methylbenzophenone